4-((2-cyano-4-fluorophenyl)thio)-6-(5-methyl-1-(tetrahydrofuran-3-yl)-1H-pyrazol-4-yl)pyrazolo[1,5-a]pyridine-3-carbonitrile C(#N)C1=C(C=CC(=C1)F)SC=1C=2N(C=C(C1)C=1C=NN(C1C)C1COCC1)N=CC2C#N